CN(CCOC=1C=CC(=C(C(=O)O)C1)C)C 5-[2-(dimethylamino)ethoxy]-2-methyl-benzoic acid